The molecule is a single-stranded DNA oligonucleotide containing four consecutive thymidyl residues, T1, T2, T3 and T4, arranged in the direction from the 5'-terminus to the 3'-terminus, with a (6-4) lesion at the central T2 and T3 residues. It has a role as an epitope. CC1=CN(C(=O)NC1=O)[C@H]2C[C@@H]([C@H](O2)COP(=O)(O)O[C@H]3C[C@@H]4N5C=C(C(=NC5=O)[C@H]6[C@@](C(=O)NC(=O)N6[C@H]7C[C@@H]([C@H](O7)COP(=O)(O)O[C@H]8C[C@@H](O[C@@H]8COP(=O)(O)O)N9C=C(C(=O)NC9=O)C)OP(=O)(OC[C@H]3O4)O)(C)O)C)O